[C].[Rh].OC(C)(C)C=1C=CC=CC1 3-(hydroxyisopropyl)benzene rhodium carbon